14-cyclopropyltetradecanoic acid C1(CC1)CCCCCCCCCCCCCC(=O)O